ClC1=C(C=CC(=C1)NC=1C=2N(C=CN1)C(=CN2)C=2C(=NNC2)C(F)(F)F)C(=O)N2CCNCC2 [2-chloro-4-[[3-[3-(trifluoromethyl)-1H-pyrazol-4-yl]imidazo[1,2-a]pyrazin-8-yl]amino]phenyl]-piperazin-1-ylmethanone